N[C@@H](CC(C)C)C(=O)NN(C(=O)OC(C)(C)C)C[C@@H]1C(NCC1)=O tert-butyl 2-(L-Leucyl)-1-(((R)-2-oxopyrrolidin-3-yl)methyl)hydrazine-1-carboxylate